CN1CCN(CC1)CCNC1=CC=C(C(=O)N)C=C1 4-((2-(4-methylpiperazin-1-yl)ethyl)amino)benzamide